2-methoxy-N-(3-methyl-1-(2-(1-methylpiperidin-4-yl)ethyl)-1H-indazol-6-yl)-4-(pyridin-3-yl)benzamide COC1=C(C(=O)NC2=CC=C3C(=NN(C3=C2)CCC2CCN(CC2)C)C)C=CC(=C1)C=1C=NC=CC1